2-[(2R)-3-[(4aR,8aS)-3,4,4a,5,6,7,8,8a-octahydro-2H-quinolin-1-yl]-2-[(2-fluoro-4-methoxy-phenyl)methylamino]-3-oxo-propyl]isoindoline-1,3-dione N1(CCC[C@H]2CCCC[C@H]12)C([C@@H](CN1C(C2=CC=CC=C2C1=O)=O)NCC1=C(C=C(C=C1)OC)F)=O